C[C@H]1[C@H]([C@H]([C@H]([C@@H](O1)OC2=CC=C(C=C2)C3=COC4=CC(=CC(=C4C3=O)O)O[C@H]5[C@@H]([C@@H]([C@@H]([C@@H](O5)C)O)O)O)O)O)O The molecule is a glycosyloxyisoflavone that is genistein attached to alpha-L-6-deoxy-talopyranosyl residues at positions 7 and 4' respectively. Isolated from Kitasatospora kifunensis, it exhibits antifungal activity. It has a role as a metabolite and an antifungal agent. It is a glycosyloxyisoflavone and a hydroxyisoflavone. It derives from a genistein.